4-(5-amino-6-(pyridin-4-yl)-2H-indazol-2-yl)-2-methylbutan-2-ol NC1=CC2=CN(N=C2C=C1C1=CC=NC=C1)CCC(C)(O)C